ethyl 2-methyl-1,1-dioxo-thiolane-2-carboxylate CC1(S(CCC1)(=O)=O)C(=O)OCC